C(C1=CC=CC=C1)(=O)N[C@@H](CCCNC(N)=N)C(=O)O N-Benzoylarginine